S1C(=NC2=C1C=CC=C2)CN2CCN(CC2)C2=C(C#N)C=CC(=C2)Br (4-(benzo[d]thiazol-2-ylmethyl)piperazin-1-yl)-4-bromobenzonitrile